21-hydroxy-17-(1-oxopropoxy)pregn-4-ene-3,20-dione OCC([C@]1(CC[C@H]2[C@@H]3CCC4=CC(CC[C@]4(C)[C@H]3CC[C@]12C)=O)OC(CC)=O)=O